3-(N-Acryloylbenzoylamino)-2-fluoro-N-(4-(perfluoropropan-2-yl)-2-(trifluoromethyl)phenyl)benzamide C(C=C)(=O)N(C=1C(=C(C(=O)NC2=C(C=C(C=C2)C(C(F)(F)F)(C(F)(F)F)F)C(F)(F)F)C=CC1)F)C(C1=CC=CC=C1)=O